5-chloro-4-cyclopropylpyridin-2-amine ClC=1C(=CC(=NC1)N)C1CC1